(6S)-6-{2-Chloro-3-[(6-cyclopropylpyridin-3-yl)amino]-phenyl}-3-(4,4-difluoro-cyclohexyl)-2-imino-6-methyl-hexahydropyrimidin-4-one ClC1=C(C=CC=C1NC=1C=NC(=CC1)C1CC1)[C@@]1(CC(N(C(N1)=N)C1CCC(CC1)(F)F)=O)C